(1R,5S,6R)-6-(1-isopropyl-3-((1R,4R)-4-(trifluoromethyl)cyclohexyl)-1H-1,2,4-triazol-5-yl)bicyclo[3.1.0]hexane-3-one C(C)(C)N1N=C(N=C1C1[C@H]2CC(C[C@@H]12)=O)C1CCC(CC1)C(F)(F)F